2-BROMO-1-(2-FLUOROPHENYL)-2-(3-FLUOROPYRIDIN-4-YL)ETHAN-1-ONE HYDROGEN BROMIDE Br.BrC(C(=O)C1=C(C=CC=C1)F)C1=C(C=NC=C1)F